CN(C=1C=C(C=CC1)C(C(=O)NCC=1C=C2CN(C(C2=CC1)=O)C1C(NC(CC1)=O)=O)(F)F)C 2-(3-(dimethylamino)phenyl)-N-((2-(2,6-dioxopiperidin-3-yl)-1-oxoisoindol-5-yl)methyl)-2,2-difluoroacetamide